N1(C=NC=C1)C1=CC2=C(C(=N1)C(=O)NC1CCC(CC1)OCCOC)NC=N2 6-(1H-imidazol-1-yl)-N-((1r,4r)-4-(2-methoxyethoxy)cyclohexyl)-3H-imidazo[4,5-c]pyridine-4-carboxamide